C1(CC1)C=1N=NN(C1)[C@H](C(=O)N1[C@@H](C[C@H](C1)O)C(=O)NCC1OCCS(C1)(=O)=O)C(C)(C)C (2S,4r)-1-[(2S)-2-(4-cyclopropyl-triazol-1-yl)-3,3-dimethyl-butyryl]-N-[(4,4-dioxo-1,4-oxathian-2-yl)methyl]-4-hydroxy-pyrrolidine-2-carboxamide